piperidin-3-ol formate C(=O)OC1CNCCC1